tert-Butyl N-{1-cyclooctyl-2-oxo-2-[(2-oxospiro[indoline-3,4'-tetrahydropyran]-6-yl)-amino]ethyl}carbamate C1(CCCCCCC1)C(C(NC1=CC=C2C(=C1)NC(C21CCOCC1)=O)=O)NC(OC(C)(C)C)=O